2-(((1r,4r)-4-((5-(quinoxalin-6-yl)-7H-pyrrolo[2,3-d]pyrimidin-2-yl)amino)cyclohexyl)oxy)ethan-1-ol N1=CC=NC2=CC(=CC=C12)C1=CNC=2N=C(N=CC21)NC2CCC(CC2)OCCO